BrC1=CC=C(C=C1)C1(CC1)C=O 1-(4-bromophenyl)cyclopropane-1-carboxaldehyde